[Si](C)(C)(C(C)(C)C)OCC=NSC(C)(C)C N-(2-((tert-butyl-Dimethylsilyl)oxy)ethylidene)-2-methylpropane-2-sulfenamide